N-(4-(7-cyano-2-(4-methoxybenzyl)-4-(1,4-dioxaspiro[4.5]dec-7-en-8-yl)-2H-indazol-6-yl)benzyl)-5-fluoro-2-methoxybenzamide C(#N)C1=C(C=C(C2=CN(N=C12)CC1=CC=C(C=C1)OC)C1=CCC2(OCCO2)CC1)C1=CC=C(CNC(C2=C(C=CC(=C2)F)OC)=O)C=C1